CC1NCC12CC(CC2)N methyl-2-azaspiro[3.4]octan-6-amine